[Si](C)(C)(C(C)(C)C)OC1CNC1 3-((tert-butyldimethylsilyl)oxy)azetidine